[N+](=O)([O-])C1=NNC(=C1[N+](=O)[O-])N 3,4-dinitro-5-Aminopyrazole